1-(tert-butyl)-2-(4-chlorobenzyl)disulphane C(C)(C)(C)SSCC1=CC=C(C=C1)Cl